4-((5-chloro-2-((1-(1-cyclopropylpiperidin-4-yl)-1H-pyrazol-4-yl)amino)pyrimidin-4-yl)amino)butan-2-one ClC=1C(=NC(=NC1)NC=1C=NN(C1)C1CCN(CC1)C1CC1)NCCC(C)=O